COC(N[C@H](C(=O)NC=1C(N(C=CC1)CC1=NC=2C(=NC=CC2CC(C)C)N1)=O)CC\C=C\C(=O)N(C)C)=O Methyl-(S,E)-(7-(dimethylamino)-1-((1-((7-isobutyl-3H-imidazo[4,5-b]pyridin-2-yl)methyl)-2-oxo-1,2-dihydropyridin-3-yl)amino)-1,7-dioxohept-5-en-2-yl)carbamat